OC1=NN2C(NC(C(=C2)OC)=O)=C1 hydroxy-6-methoxypyrazolo[1,5-a]pyrimidin-5(4H)-one